2-HYDROXY-4-METHYLPHENYLBORONIC ACID OC1=C(C=CC(=C1)C)B(O)O